Ethyl {[(3-{[4-(2,3-dihydro-1-benzofuran-7-yl)-1,3,5-triazin-2-yl] amino}phenyl)methyl] (methyl) oxo-λ6-sulfanylidene}carbamate O1CCC2=C1C(=CC=C2)C2=NC(=NC=N2)NC=2C=C(C=CC2)CS(=O)(C)=NC(OCC)=O